3-(3,3-difluoropyrrolidin-1-yl)-4-((pyrrolidin-1-ylsulfonyl)carbamoyl)benzoic acid FC1(CN(CC1)C=1C=C(C(=O)O)C=CC1C(NS(=O)(=O)N1CCCC1)=O)F